boric acid-triethanolamine salt N(CCO)(CCO)CCO.B(O)(O)O